P(=O)(F)(F)F Phosphorus Oxyfluoride